3-CYANOPYRIDINE-2-CARBOXYLIC ACID C(#N)C=1C(=NC=CC1)C(=O)O